C(OCC)(OCOC1=CC(=CC(=C1C1=CC(=CC=C1)C)OCOC(OCC)=O)C(C)(CCCCCC)C)=O diethyl (((3'-methyl-4-(2-methyloctan-2-yl)-[1,1'-biphenyl]-2,6-diyl)bis(oxy))bis(methylene)) bis(carbonate)